butyl (S)-2-carbamoyl-4,4-difluoropyrrolidine-1-carboxylate C(N)(=O)[C@H]1N(CC(C1)(F)F)C(=O)OCCCC